C(C)(C)(C)OC(=O)N1C(C(C2=NNC(C=3C=C(C=C1C23)F)=O)NN)C2=CC=C(C=C2)F 5-fluoro-9-hydrazino-8-(4-fluorophenyl)-8,9-dihydro-2H-pyrido[4,3,2-de]Phthalazine-3(7H)-one-7-carboxylic acid tert-butyl ester